methyl 3,6-dimethylpicolinate CC=1C(=NC(=CC1)C)C(=O)OC